C1(=CC=CC=C1)C(C1=CC=CC=C1)=NC1=CC(=C2CN(C(NC2=C1)=O)C1CCC(CC1)C(=O)NC1=CC(=C(C=C1)C)OC)C (1s,4s)-4-(7-(diphenylmethyleneamino)-5-methyl-2-oxo-1,2-dihydroquinazolin-3(4H)-yl)-N-(3-methoxy-4-methylphenyl)cyclohexanecarboxamide